5-((4,4-bis(((Z)-oct-5-en-1-yl) oxy) butanoyl) oxy)-3-hydroxypentyl (9Z,12Z)-octadeca-9,12-dienoate C(CCCCCCC\C=C/C\C=C/CCCCC)(=O)OCCC(CCOC(CCC(OCCCC\C=C/CC)OCCCC\C=C/CC)=O)O